O=C1CCN(CC1)C1=CC=C(C=C1)C1C(NC(CC1)=O)=O 3-[4-(4-oxo-1-piperidinyl)phenyl]piperidine-2,6-dione